2-[1-[4-[(2,6-dioxo-3-piperidinyl)amino]-2,5-difluoro-phenyl]-4-hydroxy-4-piperidinyl]acetic acid O=C1NC(CCC1NC1=CC(=C(C=C1F)N1CCC(CC1)(O)CC(=O)O)F)=O